ClC1=CC=C2C=CNC2=C1OC 6-chloro-7-methoxy-1H-indole